(3-(2-fluoro-5-(trifluoromethyl)benzyl)-5-(6-methyl-7-oxo-6,7-dihydro-1H-pyrrolo[2,3-c]pyridin-4-yl)-3H-imidazo[4,5-b]pyridin-7-yl)ethylsulfonamide FC1=C(CN2C=NC=3C2=NC(=CC3CCS(=O)(=O)N)C=3C2=C(C(N(C3)C)=O)NC=C2)C=C(C=C1)C(F)(F)F